C(C)(=O)O[C@@H]1C[C@H](C1)N1C(CCC2=CC(=CC=C12)OCCN1CCC2(CC1)C(NC1=CC=C(C=C12)Cl)=O)=O (trans)-3-[6-(2-{5-chloro-2-oxo-1,2-dihydrospiro[indole-3,4'-piperidin]-1'-yl}ethoxy)-2-oxo-1,2,3,4-tetrahydroquinolin-1-yl]cyclobutyl acetate